C1=C(C=CC2=CC=CC=C12)C1=C(NC=2C1=NC=CC2)C2=C(C=NC=C2)OC[C@H]2N(CCC2)C(C=C)=O 1-{(2S)-2-[({4-[3-(naphthalen-2-yl)-1H-pyrrolo[3,2-b]pyridin-2-yl]pyridin-3-yl}oxy)methyl]pyrrolidin-1-yl}prop-2-en-1-one